lauryl tetradecyl ether C(CCCCCCCCCCCCC)OCCCCCCCCCCCC